OC(CNC(=O)C1CC1)CO N-(2,3-dihydroxypropyl)cyclopropane-1-carboxamide